(5s,8s)-N-(2-chloro-4-fluorobenzyl)-8-hydroxy-5,6,7,8-tetrahydroquinoline-5-carboxamide ClC1=C(CNC(=O)[C@@H]2C=3C=CC=NC3[C@H](CC2)O)C=CC(=C1)F